ClC1=C(C=CC=C1)C1=C(C2=C(N=C(N=C2)NC2=CC(=C(C=C2)CN2CCN(CC2)CC)C)N(C1=O)[C@@H]1CN(CCC1)CCC)C (S)-6-(2-chlorophenyl)-2-((4-((4-ethylpiperazin-1-yl)methyl)-3-methylphenyl)amino)-5-methyl-8-(1-propylpiperidin-3-yl)pyrido[2,3-d]pyrimidin-7(8H)-one